BrC1=C2C(=CN=C1)COCC2 5-bromo-1H,3H,4H-pyrano[3,4-c]pyridine